FC=1C=C(CC=2C=C3C(=NNC3=CC2)\C=C\C2=NC=CC=C2)C=CC1F (E)-5-(3,4-difluorobenzyl)-3-(2-(pyridin-2-yl)vinyl)-1H-indazole